((2-isobutyl-4-(4-((2-isopropyl-1H-imidazol-1-yl)methyl)phenyl)thiazol-5-yl)sulfonyl)carbamic acid methyl ester COC(NS(=O)(=O)C1=C(N=C(S1)CC(C)C)C1=CC=C(C=C1)CN1C(=NC=C1)C(C)C)=O